tert-Butyl (5-((5-(trifluoro-methyl)pyridin-2-yl)oxy)-2,3-dihydrobenzofuran-7-yl)-carbamate FC(C=1C=CC(=NC1)OC=1C=C(C2=C(CCO2)C1)NC(OC(C)(C)C)=O)(F)F